N-[3-(2,2,2-trifluoroethyl)bicyclo[1.1.1]pentan-1-yl]acetamide FC(CC12CC(C1)(C2)NC(C)=O)(F)F